4-Acetoxy-benzoylfluorid C(C)(=O)OC1=CC=C(C(=O)F)C=C1